DL-2,4-dihydroxy-3,3-dimethylbutanoic acid O[C@@H](C(=O)O)C(CO)(C)C |r|